N-(2-(Methylsulfonyl)ethyl)-7-morpholino-5-(3-(m-tolyl)-1H-pyrazol-1-yl)thiazolo[4,5-d]pyrimidin-2-amine CS(=O)(=O)CCNC=1SC2=C(N=C(N=C2N2CCOCC2)N2N=C(C=C2)C=2C=C(C=CC2)C)N1